i-pentyl-tris(dimethylamino)tin C(CC(C)C)[Sn](N(C)C)(N(C)C)N(C)C